C1(CC1)CN1C=2C3=CN=C(C(O[C@@H](C4=CC(=CC=C4C4=NN(C=C4CC2C(=N1)C)C)F)C)=C3)N (19R)-3-(cyclopropylmethyl)-16-fluoro-5,10,19-trimethyl-20-oxa-3,4,10,11,23-pentaazapentacyclo[19.3.1.02,6.08,12.013,18]pentacosa-1(24),2(6),4,8,11,13,15,17,21(25),22-decaen-22-amine